C(=O)(O)C(O)C(O)C(=O)O.C(C(O)CC(=O)O)(=O)OC(\C=C\C1=CC(OC)=C(O)C(OC)=C1)=O sinapoyl malate tartrate